1-(4-ethenylphenyl)ethan C(=C)C1=CC=C(C=C1)CC